Ethyl 5-(piperidin-1-yl)-1,3,4-thiadiazole-2-carboxylate N1(CCCCC1)C1=NN=C(S1)C(=O)OCC